(3S,4S,5S,6R)-3-bromo-6-(hydroxymethyl)tetrahydro-2H-pyran-2,4,5-triol Br[C@@H]1C(O[C@@H]([C@H]([C@@H]1O)O)CO)O